N-[5-[[2-[(8aS)-4-oxo-1,3,6,7,8,8a-hexahydropyrrolo[1,2-a]pyrazin-2-yl]acetyl]amino]-2-methyl-3-pyridyl]-6-(1-methylpyrazol-4-yl)triazolo[1,5-a]pyridine-3-carboxamide O=C1CN(C[C@H]2N1CCC2)CC(=O)NC=2C=C(C(=NC2)C)NC(=O)C=2N=NN1C2C=CC(=C1)C=1C=NN(C1)C